N-(5-fluoroquinolin-6-yl)-7-(1-methyl-1H-pyrazol-4-yl)-5-((R)-1-((R)-4-methylmorpholin-3-yl)ethoxy)quinazolin-4-amine FC1=C2C=CC=NC2=CC=C1NC1=NC=NC2=CC(=CC(=C12)O[C@H](C)[C@@H]1N(CCOC1)C)C=1C=NN(C1)C